C(C)(C)(C)OOC(C)(C)C1=C(C=CC=C1)C(C)(C)OOC(C)(C)C di(t-butyldioxyisopropyl)benzene